3-fluoro-5-formyl-4-hydroxy-N-(5-(piperidin-1-yl)oxazol-2-yl)benzamide FC=1C=C(C(=O)NC=2OC(=CN2)N2CCCCC2)C=C(C1O)C=O